ClC=1C=C(CNCCC(=O)NCCCNC2=NC3=C(C4=CN=CC=C24)C=CC(=C3)C(=O)N)C=C(C1)CO 5-((3-(3-((3-Chloro-5-(hydroxymethyl)benzyl)amino)propanamido)propyl)amino)benzo[c][2,6]naphthyridine-8-carboxamide